COC1=CC=C(C=C1)C(OC[C@@]1(CN(C[C@]1(C)CO)C(CCCCCCCCC(=O)OC)=O)C)(C1=CC=CC=C1)C1=CC=C(C=C1)OC Racemic-(cis)-Methyl 10-(3-((bis(4-methoxyphenyl)(phenyl)-methoxy)methyl)-4-(hydroxymethyl)-3,4-dimethylpyrrolidin-1-yl)-10-oxodecanoate